(R)-3-(azetidin-1-yl)-2-methyl-N-(2-(o-tolyl)propan-2-yl)propanamide N1(CCC1)C[C@H](C(=O)NC(C)(C)C1=C(C=CC=C1)C)C